di(3,5-dimethylphenyl)phosphoric acid CC=1C=C(C=C(C1)C)OP(OC1=CC(=CC(=C1)C)C)(O)=O